C(=CC=CC=CCCCCC)O undec-trienol